ClC=1C(=NC=CC1C1=NNC2=NC(=CN=C21)N2C[C@@H]1[C@]([C@@H]1CC2)(C2=C(C=CC=C2)F)CN)F ((1S,6R,7R)-3-(3-(3-chloro-2-fluoropyridin-4-yl)-1H-pyrazolo[3,4-b]pyrazin-6-yl)-7-(2-fluorophenyl)-3-azabicyclo[4.1.0]heptan-7-yl)methanamine